3-{[4-(methylamino)naphthalen-2-yl]methyl}-1,4,12-trioxo-2,5,11,13-tetraazahexadecane CNC1=CC(=CC2=CC=CC=C12)CC(NC=O)C(NCCCCCNC(NCCC)=O)=O